4-(2-(2-aminopyridin-3-yl)-5-phenyl-3H-imidazo[4,5-b]pyridin-3-yl)-N-(4-formyl-3-hydroxyphenethyl)benzamide NC1=NC=CC=C1C1=NC=2C(=NC(=CC2)C2=CC=CC=C2)N1C1=CC=C(C(=O)NCCC2=CC(=C(C=C2)C=O)O)C=C1